3-[(E)-2-nitrovinyl]thiophene [N+](=O)([O-])/C=C/C1=CSC=C1